N-(3-trifluoromethylphenyl)-3-(1-methoxyethyl)-1-isoindolinone FC(C=1C=C(C=CC1)N1C(C2=CC=CC=C2C1C(C)OC)=O)(F)F